CN(C1=CC=CC=C1)C (E)-dimethylaniline